(R)-3-methyl-4-(7-(methylsulfonyl)-2-(1H-pyrazol-3-yl)-6,7,8,9-tetrahydro-2H-1,2,3,7-tetraazabenzo[cd]azulene-4-yl)morpholine C[C@H]1N(CCOC1)C=1C=C2C3=C(N(N=C3CCN(C2)S(=O)(=O)C)C2=NNC=C2)N1